(2s,4r)-2-((2S,4S)-2-methyl-4-(4-(trifluoromethyl)phenyl)piperidine-1-carbonyl)-7-oxa-5-azaspiro[3.4]octan-6-one C[C@@H]1N(CC[C@@H](C1)C1=CC=C(C=C1)C(F)(F)F)C(=O)C1CC2(C1)NC(OC2)=O